OC(=O)C(F)(F)F.C(C)N1N=C(C(=C1)C1=C(C=CC=C1)[C@H]1C2=C(CN(C1)C(\C=C\CNC)=O)SC(=C2)C#N)C(F)(F)F (S,E)-4-(2-(1-ethyl-3-(trifluoromethyl)-1H-pyrazol-4-yl)phenyl)-6-(4-(methylamino)but-2-enoyl)-4,5,6,7-tetrahydrothieno[2,3-c]pyridine-2-carbonitrile TFA salt